7-(2-(4-(5-fluorobenzo[b]thiophen-4-yl)piperazin-1-yl)ethyl)-3,4-dihydroquinolin-2(1H)-one FC1=C(C2=C(SC=C2)C=C1)N1CCN(CC1)CCC1=CC=C2CCC(NC2=C1)=O